3-((2-(3,6-diazabicyclo[3.1.1]heptan-3-yl)-7-(thiazol-2-yl)benzo[d]oxazol-4-yl)oxy)-1,1,1-trifluoropropan-2-ol C12CN(CC(N1)C2)C=2OC1=C(N2)C(=CC=C1C=1SC=CN1)OCC(C(F)(F)F)O